7-[[5-(5-tert-butyl-1,3,4-oxadiazol-2-yl)-4-[[(1S)-2-hydroxy-1-phenyl-ethyl]amino]pyrimidin-2-yl]amino]-3,3-dimethyl-2,4-dihydroisoquinolin-1-one C(C)(C)(C)C1=NN=C(O1)C=1C(=NC(=NC1)NC1=CC=C2CC(NC(C2=C1)=O)(C)C)N[C@H](CO)C1=CC=CC=C1